3-chloro-N-(2-(2,6-dioxopiperidin-3-yl)-1-oxoisoindolin-5-yl)-2-methylbenzenesulfonamide ClC=1C(=C(C=CC1)S(=O)(=O)NC=1C=C2CN(C(C2=CC1)=O)C1C(NC(CC1)=O)=O)C